FC=1C(=NC=2N(C1)N=CC2C(=O)NC=2C=C(C=CC2C)S(=O)(=O)[O-])N2[C@H](CCC2)C=2C(=NC=C(C2)F)O (1R,3r)-3-(6-fluoro-5-((R)-2-(5-fluoro-2-hydroxypyridin-3-yl)pyrrolidin-1-yl)pyrazolo[1,5-a]pyrimidine-3-carboxamido)4-methylbenzenesulfonate